OCCCNC1=CC=CC=2C(C3=C(C=CC=C3C(C12)=O)NCCCOC(C1=CC=C(C=C1)OC)(C1=CC=C(C=C1)OC)C1=CC=CC=C1)=O 1-(3-hydroxypropylamino)-5-(3-(4,4'-dimethoxy-trityloxy)propylamino)-anthraquinone